5-Methoxy-2-methyl-3H-isoindol-1-one COC=1C=C2CN(C(C2=CC1)=O)C